1-methylpyrrolidine-3-carboxamide CN1CC(CC1)C(=O)N